t-butyl 2-{2-fluoro-6-[(3S)-3-methoxypiperidin-1-yl]pyridin-3-yl}-6-hydroxy-1H-indole-1-carboxylate FC1=NC(=CC=C1C=1N(C2=CC(=CC=C2C1)O)C(=O)OC(C)(C)C)N1C[C@H](CCC1)OC